CN(C(=N)NC)CC(=O)O 2-(1,3-dimethyl-guanidino)acetic acid